4-(3-methylmorpholin-4-yl)-6-benzyl-6,7-dihydro-5H-pyrrolo[3,4-d]pyrimidine CC1N(CCOC1)C=1C2=C(N=CN1)CN(C2)CC2=CC=CC=C2